N6-(2-azidoethoxy)-carbonyl-l-lysine N(=[N+]=[N-])CCOC(=O)NCCCC[C@H](N)C(=O)O